[(7R,9aS)-7-(4-chlorophenyl)-7-hydroxy-3,4,6,8,9,9a-hexahydro-1H-pyrido[1,2-a]pyrazin-2-yl]-[2-chloro-3-(3-fluoro-1H-pyrazol-4-yl)phenyl]methanone ClC1=CC=C(C=C1)[C@@]1(CC[C@@H]2N(CCN(C2)C(=O)C2=C(C(=CC=C2)C=2C(=NNC2)F)Cl)C1)O